3-bromo-6,6-dimethyl-8-(4-(4-methylpiperazine-1-yl)piperidin-1-yl)-6,11-dihydro-5H-benzo[b]carbazole-9-carbonitrile BrC1=CC=C2C=3CC4=C(C(C3NC2=C1)(C)C)C=C(C(=C4)C#N)N4CCC(CC4)N4CCN(CC4)C